ClC/C=C/B(O)O TRANS-2-CHLOROMETHYLVINYLBORONIC ACID